tert-butyl 2-(((6-chloro-3-(methoxycarbonyl)pyridazin-4-yl)amino)methyl)morpholine-4-carboxylate ClC1=CC(=C(N=N1)C(=O)OC)NCC1CN(CCO1)C(=O)OC(C)(C)C